COC=1C=C(C=C(C1)OC)C1=CC2=C(N=C(N=C2)SC)C(O1)=O 6-(3,5-dimethoxyphenyl)-2-(methylthio)-8H-pyrano[3,4-d]pyrimidine-8-one